C(C(=C)C)(=O)OCC[N+](CC1=CC=C(C=C1)B1OC(C(O1)(C)C)(C)C)(C)C 2-(methacryloyloxy)-N,N-dimethyl-N-[4-(4,4,5,5-tetramethyl-1,3,2-dioxaborolan-2-yl)benzyl]ethan-1-aminium